C[Si](CCOC(=O)N1CCC(CC1)S(=O)(=O)C)(C)C.C[C@]12CC[C@@H](C[C@H]2[C@@H](CCC1)C)C(C)=O |r| 1-((2SR,4aRS,8RS,8aSR)-4a,8-dimethyldecalin-2-yl)ethan-1-one 2-trimethylsilylethyl-4-methylsulfonylpiperidine-1-carboxylate